11-(hydroxyimino)-9-methylpyrido[2',3':4,5]pyrimido[1,2-a]indole-5(11H)-one ON=C1C=2N(C=3C=CC(=CC13)C)C(C1=C(N2)N=CC=C1)=O